COC=1C2=C(N=C(N1)NC1CCC3(COC3)CC1)NC=C2C=2C=CC=1N(C2)C(=NN1)C 4-methoxy-5-(3-methyl-[1,2,4]triazolo[4,3-a]pyridin-6-yl)-N-(2-oxaspiro[3.5]nonan-7-yl)-7H-pyrrolo[2,3-d]pyrimidin-2-amine